ClC1=C(C=CC=C1Cl)C1=NNC2=NC(=CN=C21)N2CCC1([C@@H](COC1)N)CC2 (S)-8-(3-(2,3-Dichlorophenyl)-1H-pyrazolo[3,4-b]-pyrazin-6-yl)-2-oxa-8-azaspiro[4.5]-decan-4-amine